methylammonium (pentafluorophenyl)borate FC1=C(C(=C(C(=C1OB([O-])[O-])F)F)F)F.C[NH3+].C[NH3+]